C1=CC=C2C(=C1)C(=O)NN2 indazolone